(4-(2,2-difluoro-7-((5-methoxy-7-methyl-1H-indol-4-yl)methyl)-7-azaspiro[3.5]nonan-6-yl)benzoyl)glycine FC1(CC2(C1)CC(N(CC2)CC2=C1C=CNC1=C(C=C2OC)C)C2=CC=C(C(=O)NCC(=O)O)C=C2)F